5-bromo-1-(1H-imidazol-1-ylmethyl)-1,3-dihydro-2H-indol-2-one BrC=1C=C2CC(N(C2=CC1)CN1C=NC=C1)=O